(S)-ethyl 8-(6-((R)-1-(3'-acrylamido-5-chloro-[1,1'-biphenyl]-2-yl)-2,2,2-trifluoroethoxy)-2-aminopyrimidin-4-yl)-2,8-diazaspiro[4.5]decane-3-carboxylate C(C=C)(=O)NC=1C=C(C=CC1)C1=C(C=CC(=C1)Cl)[C@H](C(F)(F)F)OC1=CC(=NC(=N1)N)N1CCC2(C[C@H](NC2)C(=O)OCC)CC1